IC1=CN=CC2=C1N=C(N=C2)NC2=C(C=C(C=C2)N2CCN(CC2)C)OC 8-Iodo-N-(2-methoxy-4-(4-methylpiperazin-1-yl)phenyl)pyrido[4,3-d]pyrimidin-2-amine